Cl.N1C[C@H](CCCC1)NC(=O)C1=CN(CCS1)C=1C2=C(N=CN1)NC=C2 (S)-N-(azepan-3-yl)-4-(7H-pyrrolo[2,3-d]pyrimidin-4-yl)-3,4-dihydro-2H-1,4-thiazine-6-carboxamide hydrochloride